[Si](C)(C)(C(C)(C)C)OCC1=NC=[N+](C(=C1)C(=O)N1C(CNCC1)(C)C)[O-] 4-(((tert-butyldimethylsilyl)oxy)methyl)-6-(2,2-dimethylpiperazine-1-carbonyl)pyrimidine 1-oxide